NCC=1C=C(C(=NC1)N)C 5-(aminomethyl)-3-methylpyridin-2-amine